FC(C=1C(=C(C=CC1)[C@@H](C)NC=1C=2C(N=C(N1)OC)=C(C(N(C2)C2(CCOCC2)C)=O)C)F)F (R)-4-((1-(3-(difluoromethyl)-2-fluorophenyl)ethyl)amino)-2-methoxy-8-methyl-6-(4-methyltetrahydro-2H-pyran-4-yl)pyrido[4,3-d]pyrimidin-7(6H)-one